CC1(CC(CO1)CC1=C(C(=O)N)C=CC(=C1)C#CC1=C(C=CC=C1)F)C ((5,5-dimethyltetrahydrofuran-3-yl)methyl)-4-((2-fluorophenyl)ethynyl)benzamide